5-(cyclohexen-1-yl)-N-[4-[(6,7-dimethoxy-1,5-naphthyridin-4-yl)oxy]-3-fluorophenyl]-4-hydroxy-6-methylpyridine-3-carboxamide C1(=CCCCC1)C=1C(=C(C=NC1C)C(=O)NC1=CC(=C(C=C1)OC1=CC=NC2=CC(=C(N=C12)OC)OC)F)O